ClC1=CC=C(C=C1)NC(=O)NC=1SC(=C(N1)CC)C1=NC(=NC=C1)NC 1-(4-Chlorophenyl)-3-(4-ethyl-5-(2-(methylamino)pyrimidin-4-yl)thiazol-2-yl)urea